O1CCN(CC1)S(=O)(=O)C=1C=NC2=CC=C(C=C2C1NC1=C(C(=O)O)C=CC=C1)C=1C=NC(=CC1)OC1=CC=CC=C1 2-[[3-morpholinosulfonyl-6-(6-phenoxy-3-pyridyl)-4-quinolyl]amino]benzoic acid